ClCCN(C)CCCl bis(2-chloroethyl)methylamine